O=C1NC(CCC1N1CC2=CC=C(C=C2C1=O)NCC(=O)NC1CC(OCC1)C)=O 2-[[2-(2,6-dioxo-3-piperidyl)-3-oxo-isoindolin-5-yl]amino]-N-(2-methyltetrahydropyran-4-yl)acetamide